5-amino-8-(2,6-dimethyl-1-oxido-pyridin-1-ium-4-yl)-7-phenyl-2-(pyridazin-3-ylmethyl)-[1,2,4]triazolo[4,3-c]pyrimidin-3-one NC1=NC(=C(C=2N1C(N(N2)CC=2N=NC=CC2)=O)C2=CC(=[N+](C(=C2)C)[O-])C)C2=CC=CC=C2